N-(5-((6-(hydroxymethyl)pyridin-2-yl)methoxy)-1,3,4-thiadiazol-2-yl)-4-(2-methoxyphenyl)-6-methylpyridine-3-carboxamide OCC1=CC=CC(=N1)COC1=NN=C(S1)NC(=O)C=1C=NC(=CC1C1=C(C=CC=C1)OC)C